ClC=1C=C(C=CC1)[C@@H]1[C@H](C1)C=1NC2=CC=CC=C2C(C1)=O |o1:7,8| 2-((1S*,2S*)-2-(3-chlorophenyl)cyclopropyl)-4-oxo-1,4-dihydroquinolin